COC1=CC(=CC2=C1OC(CO2)C=2C=NC(=CC2)OC)CN2C=NC=1C2=NC=C(C1)N1CCN(CC1)C 3-((8-methoxy-2-(6-methoxypyridin-3-yl)-2,3-dihydrobenzo[b][1,4]dioxin-6-yl)methyl)-6-(4-methylpiperazin-1-yl)-3H-imidazo[4,5-b]pyridine